FC1=C(C=C(C=C1)F)C1CNC(O1)=O 5-(2,5-difluorophenyl)oxazolidin-2-one